FC=1C=C(C=CC1N1C(N(C=C1)C)=O)C1=C(C(=CC(=C1)F)C1=CC(=NC=C1)N1C[C@H](NCC1)C)O (R)-1-(3,5'-difluoro-2'-hydroxy-3'-(2-(3-methylpiperazin-1-yl)pyridin-4-yl)-[1,1'-biphenyl]-4-yl)-3-methyl-1H-imidazol-2(3H)-one